COC(CCC(C(=O)[O-])(COC)C)C 3-methoxybutyl-methyl-3-methoxypropionate